OCCNC(C1=CC=C(C=C1)N1N=NC(=C1)C=1C(NC2=NC=CC=C2C1)=O)=O N-(2-hydroxy-ethyl)-4-[4-(2-oxo-1,2-dihydro-[1,8]naphthyridin-3-yl)-[1,2,3]triazol-1-yl]-benzamide